ClC1=C(C(=CC=C1)F)NC(C1=C(C=C(C(=C1)F)C=1C=NC(=CC1)C)O[C@H](C(F)(F)F)C)=O (S)-N-(2-chloro-6-fluorophenyl)-5-fluoro-4-(6-methylpyridin-3-yl)-2-((1,1,1-trifluoropropan-2-yl)oxy)benzamide